C(C)(C)(C)C1=CC(=C(C=C1C(F)(F)F)B1OC(C(O1)(C)C)(C)C)C 2-[4-tert-butyl-2-methyl-5-(trifluoromethyl)phenyl]-4,4,5,5-tetramethyl-1,3,2-dioxaborolane